α-ethyl acrylate C(C=C)(=O)OCC